di-tert-pentoxy(tert-butylamino)silane C(C)(C)(CC)O[SiH](NC(C)(C)C)OC(C)(C)CC